C(C)(C)(C)OC(=O)N1CCN(CC1)CC1CCN(CC1)C1CN(C1)C(=O)OCC1=CC=CC=C1 4-((1-(1-((benzyloxy)carbonyl)azetidin-3-yl)piperidin-4-yl)methyl)piperazine-1-carboxylic acid tert-butyl ester